methylandrostanone propionate C(CC)(=O)O.CC[C@@]12C(CC[C@H]1[C@@H]1CCC3CCCC[C@]3(C)[C@H]1CC2)=O